N-(2,4-Dimethoxyphenyl)-6-morpholin-4-yl-N1-p-tolyl-[1,3,5]triazine-2,4-diamine COC1=C(C=CC(=C1)OC)NC1N(C(=NC(=N1)N)N1CCOCC1)C1=CC=C(C=C1)C